BrC=1C=CC=2C3=C(NC2C1F)CCNC3 7-bromo-6-fluoro-2,3,4,5-tetrahydro-1H-pyrido[4,3-b]indole